1-(3-chloro-5-((1-methyl-5-nitro-1H-imidazol-2-yl)methoxy)phenyl)-5-(2-methoxypyridin-3-yl)-3-(pyridin-3-yl)pyrimidine-2,4(1H,3H)-dione ClC=1C=C(C=C(C1)OCC=1N(C(=CN1)[N+](=O)[O-])C)N1C(N(C(C(=C1)C=1C(=NC=CC1)OC)=O)C=1C=NC=CC1)=O